Cl.CN1N=CC(=C1)C=1NC2=C(C=CC(=C2C1)C1CNCCC1)C(=O)N 2-(1-Methyl-1H-pyrazol-4-yl)-4-(piperidin-3-yl)-1H-indole-7-carboxamide hydrochloride